CN1C(=NN=C1)CC1(COC1)C=1C=C(C=CC1)NC(=O)C=1SC=C(N1)C(F)(F)F N-(3-{3-[(4-methyl-1,2,4-triazol-3-yl)methyl]oxetan-3-yl}phenyl)-4-(trifluoromethyl)-1,3-thiazole-2-carboxamide